tert-butyl N-(4-chloro-5-propyl-isothiazol-3-yl)carbamate ClC=1C(=NSC1CCC)NC(OC(C)(C)C)=O